(S)-1-((R)-8-(chroman-6-ylsulfonyl)-1-oxa-8-azaspiro[4.5]decan-3-ylamino)-3-(3-(2-hydroxyethylsulfonyl)phenoxy)propan-2-ol O1CCCC2=CC(=CC=C12)S(=O)(=O)N1CCC2(C[C@H](CO2)NC[C@@H](COC2=CC(=CC=C2)S(=O)(=O)CCO)O)CC1